[Al](Cl)Cl.CC1C(=NOC1CC1=CC=CC=C1)CNC(=O)C1=CC(=NN1C1=CC=CC=C1)C Methyl-5-benzyl-3-((3-methyl-1-phenyl-1H-pyrazole-5-carboxamido)methyl)-4,5-dihydroisoxazole aluminum(II) chloride